NCC1=C(C=C(C=C1)C1=CC(=C(C=C1)OCC)S(=O)(=O)N1CCC2(C[C@@H](CO2)NC[C@@H](COC2=CC(=CC=C2)S(=O)(=O)C2(CC2)CO)O)CC1)F (S)-1-((S)-8-(4'-(Aminomethyl)-4-ethoxy-3'-fluorobiphenyl-3-ylsulfonyl)-1-oxa-8-azaspiro[4.5]decan-3-ylamino)-3-(3-(1-(hydroxymethyl)cyclopropylsulfonyl)phenoxy)propan-2-ol